(2S,2'S)-4,4'-((ethane-1,2-diylbis(oxy))bis(6-methoxyisoindoline-5,2-diyl))bis(2-methyl-4-oxobutanoic acid) C(COC=1C=C2CN(CC2=CC1OC)C(C[C@@H](C(=O)O)C)=O)OC=1C=C2CN(CC2=CC1OC)C(C[C@@H](C(=O)O)C)=O